Ethyl 2-(chloromethyl)-4-((4-ethyl-6,6-dimethylmorpholin-3-yl)methoxy)benzoate ClCC1=C(C(=O)OCC)C=CC(=C1)OCC1N(CC(OC1)(C)C)CC